Methyl 3-[[(1R)-1-[3,6-dimethyl-2-(2-methylindazol-5-yl)-4-oxo-chromen-8-yl]ethyl]amino]-6-(trifluoromethyl)pyridine-2-carboxylate CC1=C(OC2=C(C=C(C=C2C1=O)C)[C@@H](C)NC=1C(=NC(=CC1)C(F)(F)F)C(=O)OC)C1=CC2=CN(N=C2C=C1)C